C(CC)O[Al](OCCC)OCCC tri(n-propoxy)aluminum